5-(N-(3-Acetylphenethyl)sulfamoyl)-3-methylbenzofuran-2-carboxylic acid ethyl ester C(C)OC(=O)C=1OC2=C(C1C)C=C(C=C2)S(NCCC2=CC(=CC=C2)C(C)=O)(=O)=O